1-(3'-(5-(3-amino-3-methylpyrrolidin-1-yl)pyridin-3-yl)-3-chloro-5'-fluoro-2'-hydroxy-[1,1'-biphenyl]-4-yl)-3-methyl-1H-imidazol-2(3H)-one NC1(CN(CC1)C=1C=C(C=NC1)C=1C(=C(C=C(C1)F)C1=CC(=C(C=C1)N1C(N(C=C1)C)=O)Cl)O)C